FC1(O[C@H]([C@H](N(C1)C(=O)C1=C(C(=CC=C1)F)C1=NC=CC=N1)CNC1=NC=C(N=C1)C(F)(F)F)C)F ((5R,6S)-2,2-Difluoro-6-methyl-5-(((5-(trifluoromethyl)pyrazin-2-yl)amino)methyl)morpholino)(3-fluoro-2-(pyrimidin-2-yl)phenyl)methanone